FC=1C=C(C=C(C1)F)C1=NCC2=NN=C(N2C=2SC=3CC(CC3C12)C(=O)N1CCOCC1)C 9-(3,5-difluorophenyl)-3-methyl-13-(morpholine-4-carbonyl)-16-thia-2,4,5,8-tetraazatetracyclo[8.6.0.02,6.011,15]Hexadeca-1(10),3,5,8,11(15)-pentaene